2-(3-(tert-butyldimethylsilyloxy)azetidin-1-yl)propionic acid [Si](C)(C)(C(C)(C)C)OC1CN(C1)C(C(=O)O)C